6-(3-(3-chlorophenyl)-1,2,4-oxadiazol-5-yl)-2-((5-fluoropyridin-3-yl)methyl)pyridazin-3(2H)-one ClC=1C=C(C=CC1)C1=NOC(=N1)C=1C=CC(N(N1)CC=1C=NC=C(C1)F)=O